6-chloro-5-methoxy-1-methyl-3-(1H-pyrazol-4-yl)-2-(1H-1,2,4-triazol-5-yl)-1H-pyrrolo[3,2-b]pyridine ClC=1C=C2C(=NC1OC)C(=C(N2C)C2=NC=NN2)C=2C=NNC2